OCCOC(CCCCCCCCCCCCC)=O hydroxyethylmyristate